N[C@@H](CC(=O)O)C(=O)Cl mono-aspartyl-chlorine